5-(2-methylimidazo[1,2-b]pyridazin-6-yl)-7H-pyrrolo[2,3-d]pyrimidine CC=1N=C2N(N=C(C=C2)C2=CNC=3N=CN=CC32)C1